2-(3-acetyl-7-methyl-5-(2-methyl-[1,2,4]triazolo[1,5-a]pyridin-6-yl)-1H-indol-1-yl)acetic acid C(C)(=O)C1=CN(C2=C(C=C(C=C12)C=1C=CC=2N(C1)N=C(N2)C)C)CC(=O)O